C1(CC1)NC(C([C@H](CCC(C)(F)F)NC(=O)C1N(CCC1(C)C)C([C@H](C(C)(C)C)NC(OC)=O)=O)=O)=O Methyl ((2S)-1-(2-(((S)-1-(cyclopropylamino)-6,6-difluoro-1,2-dioxoheptan-3-yl)carbamoyl)-3,3-dimethylpyrrolidin-1-yl)-3,3-dimethyl-1-oxobutan-2-yl)carbamate